3,7'-Dimethyl-3,4,4a,5,8,8a-hexahydrospiro-(1,4-methanonaphthalene-2(1H),2'-oxirane) CC1C2(O1)CC3CC2C4C3CC=C(C4)C